methyl 2-(3-iodo-4-methoxyphenyl)nicotinate IC=1C=C(C=CC1OC)C1=C(C(=O)OC)C=CC=N1